2-(3-(3-((4-Methyl-4H-1,2,4-triazol-3-yl)methyl)oxetan-3-yl)phenyl)-7-(trifluoromethyl)benzo[d]oxazole CN1C(=NN=C1)CC1(COC1)C=1C=C(C=CC1)C=1OC2=C(N1)C=CC=C2C(F)(F)F